4-chloro-5-(trifluoromethyl)pyrimidin-2-amine ClC1=NC(=NC=C1C(F)(F)F)N